The molecule is a 2'-deoxyribonucleoside 5'-monophosphate(2-) obtained by deprotonation of the phosphate OH groups of dTMP; major species at pH 7.3. It has a role as a human metabolite. It is a 2'-deoxynucleoside 5'-monophosphate(2-) and a pyrimidine 2'-deoxyribonucleoside 5'-phosphate(2-). It is a conjugate base of a dTMP(-). CC1=CN(C(=O)NC1=O)[C@H]2C[C@@H]([C@H](O2)COP(=O)([O-])[O-])O